COC1(CCC2(OCCO2)CC1)C=O 8-methoxy-1,4-dioxaspiro[4.5]decane-8-carbaldehyde